2,6-diisopropylphenyl-boronic acid C(C)(C)C1=C(C(=CC=C1)C(C)C)B(O)O